ClC1=CC2=C(SC(=C2)B(O)O)C=C1 (5-CHLOROBENZO[B]THIOPHEN-2-YL)BORONIC ACID